N-{1-[2,4-bis(benzyloxy)phenyl]ethyl}-2-methylpropane-2-sulfinamide C(C1=CC=CC=C1)OC1=C(C=CC(=C1)OCC1=CC=CC=C1)C(C)NS(=O)C(C)(C)C